1-(1-acryloylpyrrolidin-3-yl)-N-(4-(trifluoromethyl)cyclohexyl)-3-(4-(trifluoromethyl)phenyl)-1H-indazole-7-carboxamide C(C=C)(=O)N1CC(CC1)N1N=C(C2=CC=CC(=C12)C(=O)NC1CCC(CC1)C(F)(F)F)C1=CC=C(C=C1)C(F)(F)F